C(C)OC1=C(C(N(C=C1)C1=CC=C(C=C1)F)=O)C(=O)N 4-ethoxy-1-(4-fluorophenyl)-2-keto-1,2-dihydropyridine-3-carboxamide